FC=1C=C(OCCNC)C=CC1F 2-(3,4-difluorophenoxy)-N-methylethan-1-amine